NCCC=1NN=C2C(=NC=3C=C(C=CC3C21)C=2SC=CC2)N (2-aminoethyl)-7-(thiophen-2-yl)-2H-pyrazolo[3,4-c]quinolin-4-amine